NC1=C(C(=NC(=C1F)Br)C(=O)O)Br 4-amino-6-bromo-3-bromo-5-fluoropicolinic acid